N1(N=CC=C1)C=1C=C(C=CC1)[C@H](CC(=O)[O-])NC(=O)NC=1C(N(C=CC1[O-])C)=O.[Na+].[Na+] sodium (S)-3-(3-(1H-pyrazol-1-yl)phenyl)-3-(3-(1-methyl-4-oxido-2-oxo-1,2-dihydro pyridin-3-yl)ureido)propanoate